2,4-dinitroPhenol [N+](=O)([O-])C1=C(C=CC(=C1)[N+](=O)[O-])O